C1=CC=CC=2NC3=CC=CC=C3CC12 9H-acridine